F[C@](N)(C(C(C)C)F)C(=O)O 2,3-difluoro-L-leucine